1-(tricyclo[3.3.1.13,7]dec-1-ylmethyl)-4-bromo-5-methyl-1H-pyrazole C12(CC3CC(CC(C1)C3)C2)CN2N=CC(=C2C)Br